methyl 4-[2-(5-bromo-7-methoxy-3,3-dimethyl-2-oxoindol-1-yl)acetamido]butanoate BrC=1C=C2C(C(N(C2=C(C1)OC)CC(=O)NCCCC(=O)OC)=O)(C)C